2-benzenediol C1=CC(=C(C=C1CCN)O)O